5-(Trifluoromethyl)pyridin-3-amine FC(C=1C=C(C=NC1)N)(F)F